1-[2-[1-(cyclopropylmethyl)-6-[difluoromethyl-(methylsulfonyl)amino]pyrrolo[2,3-b]pyridin-2-yl]-5-methoxy-3-methylimidazo[1,2-a]pyridine-7-carbonyl]azetidine-2-carboxamide C1(CC1)CN1C(=CC=2C1=NC(=CC2)N(S(=O)(=O)C)C(F)F)C=2N=C1N(C(=CC(=C1)C(=O)N1C(CC1)C(=O)N)OC)C2C